Cl.C1OCC2C1CNC2 Hexahydro-furo[3,4-c]pyrrole hydrochloride